C(C1=CC=CC=C1)OC1=C2C(=C(N(C2=CC=C1)C1=CC=C(C=C1)F)C(C=O)(C)C)C1=CC=C(C(=O)OC)C=C1 methyl 4-[4-benzyloxy-2-(1,1-dimethyl-2-oxo-ethyl)-1-(4-fluorophenyl)indol-3-yl]benzoate